OC(CN1CCC2(CC1)OC1=C(C2)C=C(C=C1)C1=CC[C@@H](CN1C(=O)OC(C)(C)C)C)(C)C tert-butyl (S)-6-(1'-(2-hydroxy-2-methylpropyl)-3H-spiro[benzofuran-2,4'-piperidin]-5-yl)-3-methyl-3,4-dihydropyridine-1(2H)-carboxylate